(3Z)-6-hydroxy-3-hexenylpropyloxymethyl ether OCCCCC=CCCCOCOCOCCCC=CCCCCO